CC1(NC(CC(C1)OC(=O)CC(C(CC(=O)OC1CC(NC(C1)(C)C)(C)C)C(=O)OC1CC(NC(C1)(C)C)(C)C)C(=O)OC1CC(NC(C1)(C)C)(C)C)(C)C)C tetrakis-(2,2,6,6-tetramethyl-4-piperidyl)-1,2,3,4-butane-tetracarboxylate